ClC=1SC2=C(N1)N(N=C2C(=O)N)CC2=CC=C(C=C2)OC 5-chloro-1-(4-methoxybenzyl)-1H-pyrazolo[3,4-d]thiazole-3-carboxamide